Ethyl 3-{[3-(4-chlorophenyl)-1-(2,4-dichlorophenyl)-1H-pyrazol-5-yl]amino}-3-oxopropanoate ClC1=CC=C(C=C1)C1=NN(C(=C1)NC(CC(=O)OCC)=O)C1=C(C=C(C=C1)Cl)Cl